2-benzyl-4-chloro-N-(8-fluoro-2-methyl-3-quinolyl)-2-methyl-pent-4-enamide C(C1=CC=CC=C1)C(C(=O)NC=1C(=NC2=C(C=CC=C2C1)F)C)(CC(=C)Cl)C